S1C2=NC(=C1)CCC2 propanothiazole